CC1=C(C(=O)O[C@@H]2NC(CC2)=O)C=CC=C1 (S)-(5-oxopyrrolidin-2-yl) methylbenzoate